CC1(CC=C(C=C1)NC1=NC(=NC(=C1)C1=CC=CC=C1)C1CCNCC1)NC 4,N4-dimethyl-N1-[6-phenyl-2-(4-piperidinyl)pyrimidin-4-yl]Benzene-1,4-diamine